C(C)(C)(C)OC(=O)N1C[C@H](CCC1)OC1=C(C=C(C=C1B1OC(C(O1)(C)C)(C)C)Cl)C.NC1(CCCCC1)CC1(CCCCC1)N di(aminocyclohexyl)methane tert-butyl-(S)-3-(4-chloro-2-methyl-6-(4,4,5,5-tetramethyl-1,3,2-dioxaborolan-2-yl)phenoxy)piperidine-1-carboxylate